4-fluoro-5-(1-(8-(2-methoxyethyl)-8-azabicyclo[3.2.1]oct-3-yl)piperidin-4-yl)-1-methyl-2-(4-(methylsulfonyl)phenyl)-1H-benzo[d]imidazole FC1=C(C=CC=2N(C(=NC21)C2=CC=C(C=C2)S(=O)(=O)C)C)C2CCN(CC2)C2CC1CCC(C2)N1CCOC